tert-butyl (2-((4-(pyrrolidin-1-yl)quinazolin-2-yl)amino)ethyl)carbamate N1(CCCC1)C1=NC(=NC2=CC=CC=C12)NCCNC(OC(C)(C)C)=O